N-[1-(Methoxymethyl)cyclopropyl]sulfamic acid COCC1(CC1)NS(O)(=O)=O